NC1=C(SC2=NC(=CC=C21)C)C(=O)N[C@H]2COC1=C(C2)C(=CC(=C1)N1C[C@@H]([C@@H](C1)COC)N)F 3-amino-N-[(3R)-7-[(3R,4R)-3-amino-4-(methoxymethyl)pyrrolidin-1-yl]-5-fluoro-3,4-dihydro-2H-1-benzopyran-3-yl]-6-methylthieno[2,3-b]pyridine-2-carboxamide